5-{2-[1-hydroxy-2-(4-methylphenyl)propyl]-1,3-dioxo-2,3-dihydro-1H-indene-5-carbonyl}-2-[2-(4-methylphenyl)propanoyl]-2,3-dihydro-1H-indene-1,3-dione OC(C(C)C1=CC=C(C=C1)C)C1C(C2=CC=C(C=C2C1=O)C(=O)C=1C=C2C(C(C(C2=CC1)=O)C(C(C)C1=CC=C(C=C1)C)=O)=O)=O